CN1C(C2=C(C(=C1)C1=CC(N(C=C1C1=CC(=CC=C1)CN1CCNCC1)C)=O)C=C(N2)C=2C=NN(C2)C(F)(F)F)=O 6-methyl-4-(1-methyl-2-oxo-5-(3-(piperazin-1-ylmethyl)phenyl)-1,2-dihydropyridin-4-yl)-2-(1-(trifluoromethyl)-1H-pyrazol-4-yl)-1,6-dihydro-7H-pyrrolo[2,3-c]pyridin-7-one